(S)-N-((3S,4R)-4-((4,4-difluorocyclohexyl)methoxy)-2-hydroxy-2-methylpentan-3-yl)-2-(oxazol-2-yl)-6-(thiazole-5-carbonyl)-2,6-diazaspiro[3.4]octane-8-carboxamide FC1(CCC(CC1)CO[C@@H]([C@@H](C(C)(C)O)NC(=O)[C@@H]1CN(CC12CN(C2)C=2OC=CN2)C(=O)C2=CN=CS2)C)F